(Z)-ethyl 2-(dihydrofuran-3(2H)-ylidene)acetate O1C\C(\CC1)=C/C(=O)OCC